4-fluorobenzoic acid-2,3,5,6-d4 FC1=C(C(=C(C(=O)O)C(=C1[2H])[2H])[2H])[2H]